(2R,3S)-2-(3-(5-fluoro-4-methyl-1H-benzo[d]imidazol-1-yl)prop-1-ynyl)piperidin-3-ol FC1=C(C2=C(N(C=N2)CC#C[C@H]2NCCC[C@@H]2O)C=C1)C